{1-{1-[(2-bromo-3-thienyl)carbonyl]piperidin-4-yl}-3-[4-(7H-pyrrolo[2,3-d]pyrimidin-4-yl)-1H-pyrazol-1-yl]azetidin-3-yl}acetonitrile BrC=1SC=CC1C(=O)N1CCC(CC1)N1CC(C1)(N1N=CC(=C1)C=1C2=C(N=CN1)NC=C2)CC#N